ClCC1=CC=C(C=C1)OC 1-(chloro-methyl)-4-methoxybenzene